C12=CC=C(N1)C=C1C=CC(=N1)C=C1C=CC(N1)=CC=1C=CC(N1)=C2 porphine